5-(N-(4-chloro-2-((N-(furan-2-ylmethyl)furan-2-carboxamido)methyl)phenyl)-N-ethylsulfamoyl)-3-Methylbenzofuran-2-carboxylic acid ClC1=CC(=C(C=C1)N(S(=O)(=O)C=1C=CC2=C(C(=C(O2)C(=O)O)C)C1)CC)CN(C(=O)C=1OC=CC1)CC=1OC=CC1